12-oxobenzimidazolo[2,1-b][1,3]benzoxazin-8-ylbenzoate O=C1N2C(OC3=C1C=CC=C3)=NC3=C2C=CC(=C3)OC(C3=CC=CC=C3)=O